(2S,2'S)-4,4'-(((cyclopropane-1,1-diylbis(methylene))bis(oxy))bis(6-methoxyisoindoline-5,2-diyl))bis(2-methyl-4-oxobutanoic acid) C1(CC1)(COC=1C=C2CN(CC2=CC1OC)C(C[C@@H](C(=O)O)C)=O)COC=1C=C2CN(CC2=CC1OC)C(C[C@@H](C(=O)O)C)=O